1,3,4-trimethyl-7-chloro-2-(2'-aminophenyl)-9H-carbazole CC1=C(C(=C(C=2C3=CC=C(C=C3NC12)Cl)C)C)C1=C(C=CC=C1)N